N-propyl-N,N-di(2-pyridylmethyl)amine C(CC)N(CC1=NC=CC=C1)CC1=NC=CC=C1